S(=O)(=O)(O)CC(=O)[O-].[Na+] Natrium Sulfoacetat